ClC1=CC(=C(C=2OC3(CCC(CC3)C=O)OC21)C)C(=O)OC methyl 4-chloro-4'-formyl-7-methylspiro[1,3-benzodioxole-2,1'-cyclohexane]-6-carboxylate